(2R,3S)-2-(3-(6-chloro-1H-imidazo[4,5-c]pyridin-1-yl)propyl)piperidin-3-ol naphthalene-2,6-dicarboxylate C1=C(C=CC2=CC(=CC=C12)C(=O)O)C(=O)O.ClC1=CC2=C(C=N1)N=CN2CCC[C@H]2NCCC[C@@H]2O